tertbutyl (2R,5S)-2-(2-deuterio-1,3-benzothiazol-5-yl)-5-methyl-piperidine-1-carboxylate [2H]C=1SC2=C(N1)C=C(C=C2)[C@@H]2N(C[C@H](CC2)C)C(=O)OC(C)(C)C